(1,11-undecanediyl)bismaleimide tert-butyl-3-(((methylsulfonyl)oxy)methyl)pyrrolidine-1-carboxylate C(C)(C)(C)OC(=O)N1CC(CC1)COS(=O)(=O)C.C(CCCCCCCCCCC=1C(=O)NC(C1)=O)C=1C(=O)NC(C1)=O